COCCOC1=NC2=C(C=CC(=C2C=C1)N1CC(CC1)NC)C(=O)N 2-(2-methoxyethoxy)-5-[3-(methylamino)pyrrolidin-1-yl]quinoline-8-carboxamide